COC(C1=CC(=C(C=C1)NC(C)C)N)=O 3-amino-4-(isopropylamino)benzoic acid methyl ester